CC1=C(C(=O)OC)C=CC(=C1)C(F)(F)F methyl 2-methyl-4-(trifluoromethyl)benzoate